C(C)(C)C=1OC(=CN1)C(=O)NC(C(=O)N)CCC(C(=O)NC)=O 2-(2-isopropyloxazole-5-carboxamido)-N6-methyl-5-oxohexanediamide